(S)-N-(1-amino-1-oxo-5-(piperidin-1-yl)pent-3-yl)-1-cyclopentyl-5-(2,6-dimethoxyphenyl)-1H-pyrazole-3-carboxamide NC(C[C@H](CCN1CCCCC1)NC(=O)C1=NN(C(=C1)C1=C(C=CC=C1OC)OC)C1CCCC1)=O